CC1=CC=C(C=C1)S(=O)(=O)O[C@@H]1COCC1 (S)-tetrahydrofuran-3-yl 4-methylbenzenesulfonate